2-[2-Chloro-3-(trifluoromethyl)phenyl]-N-[4-(4-cyano-1H-pyrazol-1-yl)-5-sulfamoyl-2-(trifluoromethyl)phenyl]acetamide ClC1=C(C=CC=C1C(F)(F)F)CC(=O)NC1=C(C=C(C(=C1)S(N)(=O)=O)N1N=CC(=C1)C#N)C(F)(F)F